C1(=CC=CC=C1)C=1C=CC=2N(C3=CC=CC=C3C2C1)C1=C(C#N)C(=C(C(=C1N1C2=CC=CC=C2C=2C=C(C=CC12)C1=CC=CC=C1)N1C2=CC=CC=C2C=2C=C(C=CC12)C1=CC=CC=C1)N1C2=CC=CC=C2C=2C=C(C=CC12)C1=CC=CC=C1)C=1C=NC=CC1 2,3,4,5-tetrakis(3-phenyl-9H-carbazol-9-yl)-6-(pyridin-3-yl)benzonitrile